FC(C=1C=C(C(=NC1)NC(=S)NC(C1=NC=C(C=C1)OC(C)C)=N)N(C(OC(C)(C)C)=O)C)F tert-Butyl (5-(difluoromethyl)-2-(3-(imino(5-isopropoxypyridinyl)methyl)thioureido)pyridin-3-yl)(methyl)carbamate